3-(3-acetylbenzyl)-5-methyl-7-(methylsulfonyl)-3,5,6,7,8,9-hexahydro-4H-pyrido[4',3':4,5]pyrrolo[2,3-d]pyridazin-4-one C(C)(=O)C=1C=C(CN2N=CC3=C(C2=O)N(C2=C3CCN(C2)S(=O)(=O)C)C)C=CC1